N-(1-(((S)-1-amino-1-oxo-3-((S)-2-oxopiperidin-3-yl)propan-2-yl)amino)-3-(2,2-dimethylcyclopropyl)-1-oxopropan-2-yl)-4-methoxy-1H-indole-2-carboxamide NC([C@H](C[C@H]1C(NCCC1)=O)NC(C(CC1C(C1)(C)C)NC(=O)C=1NC2=CC=CC(=C2C1)OC)=O)=O